FC(C)(F)C1=NC=CC=C1N (1,1-difluoroethyl)pyridin-3-amine